3-(1H-pyrrol-1-yl)benzo[b]thiophene 1-oxide N1(C=CC=C1)C=1C2=C(S(C1)=O)C=CC=C2